3-methylisoquinolin-1(2H)-one CC=1NC(C2=CC=CC=C2C1)=O